(S)-5-fluoro-3-({2-fluoro-3-[(methylsulfamoyl)amino]phenyl}methyl)-4-methyl-7-(1,3-oxazol-2-yloxy)-3,4-dihydro-2H-1,3-benzoxazin-2-one FC1=CC(=CC2=C1[C@@H](N(C(O2)=O)CC2=C(C(=CC=C2)NS(NC)(=O)=O)F)C)OC=2OC=CN2